COC(C1=CC(=NC=C1)C1=CC=C(C=C1)OC(F)(F)F)=O 2-(4-trifluoromethoxyphenyl)isonicotinic acid methyl ester